2-((tert-Butoxycarbonyl)amino)-3-(4-(2-(tert-butyldiphenylsilyl)ethoxy)-3-iodophenyl)propionic acid C(C)(C)(C)OC(=O)NC(C(=O)O)CC1=CC(=C(C=C1)OCC[Si](C1=CC=CC=C1)(C1=CC=CC=C1)C(C)(C)C)I